CN(C1=CC=C(C=C1)N=NC1=CC=CC=C1)C 4-dimethylaminoazobenzene